(S)-N-(1-(4-((4-amino-2-butoxy-6-cyano-7H-pyrrolo[2,3-d]pyrimidin-7-yl)methyl)-3-methoxybenzyl)piperidin-4-yl)-2-cyclopropyl-2-hydroxy-N-methylacetamide NC=1C2=C(N=C(N1)OCCCC)N(C(=C2)C#N)CC2=C(C=C(CN1CCC(CC1)N(C([C@@H](O)C1CC1)=O)C)C=C2)OC